ClC1=CC=CC(=N1)N1C=NC(=C1)C1(C(N(CC1)C)=O)O (1-(6-chloropyridin-2-yl)-1H-imidazol-4-yl)-3-hydroxy-1-methylpyrrolidin-2-one